NC1CCC(CC1)NC(=O)C=1N(C2=CC(=CC=C2C1NC(OCC)=O)/C(/N)=N/O)CC1=CC=C(C=C1)OC1=CC=CC=C1 Ethyl (2-(((1r,4r)-4-aminocyclohexyl)carbamoyl)-6-((Z)-N'-hydroxycarbamimidoyl)-1-(4-phenoxybenzyl)-1H-indol-3-yl)carbamate